1-(6,7-dihydro-4H-pyrazolo[5,1-c][1,4]oxazin-2-yl)-4-oxo-1,4-dihydroquinoline-3-carboxylic acid ethyl ester C(C)OC(=O)C1=CN(C2=CC=CC=C2C1=O)C1=NN2C(COCC2)=C1